ClC1C(C(C(C=C1)=O)Cl)=O 2,6-dichloro-1,5-benzoquinone